ClC1=C(C=C2C(=NNC2=C1)CCC(=O)O)C1=CC=C(C=C1)C1=C(C=C(C=C1)COC)O 3-(6-chloro-5-(2'-hydroxy-4'-(meth-oxymethyl)-[1,1'-biphenyl]-4-yl)-1H-indazol-3-yl)-propanoic acid